NC=1NC(C=2N=C(N(C2N1)[C@@H]1O[C@@H]([C@H]([C@H]1O)F)CO)Br)=O 2-amino-8-bromo-9-((2r,3s,4s,5r)-4-fluoro-3-hydroxy-5-(hydroxymethyl)tetrahydrofuran-2-yl)-1,9-dihydro-6H-purin-6-one